(S)-N-(5-(4-(5-fluoropyrimidin-2-yl)-2-methylpiperazin-1-yl)pyrazin-2-yl)-6-(1-methyl-1H-pyrazol-4-yl)nicotinamide FC=1C=NC(=NC1)N1C[C@@H](N(CC1)C=1N=CC(=NC1)NC(C1=CN=C(C=C1)C=1C=NN(C1)C)=O)C